CC(C(C(=O)O)=O)(C)C TRIMETHYLPYRUVIC ACID